(R/S)-2-(1-acetoxy-n-pentyl)benzoic acid C(C)(=O)O[C@H](CCCC)C1=C(C(=O)O)C=CC=C1 |r|